O=C([C@H](O)[C@@H](O)[C@@H](O)[C@H](O)C(=O)OCCC)[O-] monopropyl galactarate